pyridine-3-carbonitrile 2,2,2-trifluoroacetate FC(C(=O)O)(F)F.N1=CC(=CC=C1)C#N